tert-butyl (6-((2S,3S)-1-methyl-5-oxo-2-(pyridin-3-yl)pyrrolidine-3-carboxamido)hexyl)carbamate CN1[C@@H]([C@H](CC1=O)C(=O)NCCCCCCNC(OC(C)(C)C)=O)C=1C=NC=CC1